tert-Butyl (3R)-3-{[5-(2-chloro-5-propanoylphenyl)-1-trityl-1H-indazol-3-yl]carbamoyl}piperidine-1-carboxylate ClC1=C(C=C(C=C1)C(CC)=O)C=1C=C2C(=NN(C2=CC1)C(C1=CC=CC=C1)(C1=CC=CC=C1)C1=CC=CC=C1)NC(=O)[C@H]1CN(CCC1)C(=O)OC(C)(C)C